FC=1C=C(OCSCC2=NNC(N2)=O)C=CC1 3-[(3-Fluorophenoxymethylthio)methyl]-1H-1,2,4-triazol-5(4H)-one